ClC1=C(C=CC=C1)C(C(=O)O)O (2-chlorophenyl)(hydroxy)-acetic acid